3,3-diethoxypropane-nitrile C(C)OC(CC#N)OCC